2-((1s,2s)-1-(2-cyano-4-fluorophenyl)-1-(1-ethyl-1H-pyrazol-4-yl)propan-2-yl)-5-hydroxy-N-(isoxazol-4-yl)-1-methyl-6-oxo-1,6-dihydropyrimidine-4-carboxamide C(#N)C1=C(C=CC(=C1)F)[C@H]([C@H](C)C=1N(C(C(=C(N1)C(=O)NC=1C=NOC1)O)=O)C)C=1C=NN(C1)CC